Cl.NC1COC2=C(C=CC=C2C1=O)OC1=CC=C(C=C1)C(F)(F)F 3-amino-8-{4-(trifluoromethyl)phenoxy}chroman-4-one hydrochloride